OCC=1C=C(SC1)S(=O)(=O)Cl 4-(hydroxymethyl)thiophene-2-sulfonyl chloride